1-[(3aR,5s,6aS)-2-acetyloctahydrocyclopenta[c]pyrrol-5-yl]-4-chloro-N-{5-[(3-fluorophenyl)ethynyl]-3-methylpyridin-2-yl}-1H-pyrazole-5-carboxamide C(C)(=O)N1C[C@@H]2[C@H](C1)CC(C2)N2N=CC(=C2C(=O)NC2=NC=C(C=C2C)C#CC2=CC(=CC=C2)F)Cl